F[C@H]1CNCC[C@H]1N1N=C(C=2C1=NC=NC2N)C2=CC=C(C=C2)OC2=CC=CC=C2 1-[(3S,4R)-3-fluoro-4-piperidyl]-3-(4-phenoxyphenyl)pyrazolo[3,4-d]pyrimidin-4-amine